O[C@H](CN1C[C@@H](CCC1)C(C(=O)N)N1N=C(N2C(C1=O)=CC1=C2SC=C1)C(C)C)C ((R)-1-((S)-2-hydroxypropyl)piperidin-3-yl)-2-(8-isopropyl-5-oxothieno[3',2':4,5]pyrrolo[1,2-d][1,2,4]triazin-6(5H)-yl)acetamide